1-[(8aS)-6-Chloro-5-[2-(hydroxymethyl)phenyl]-8a,9,11,12-tetrahydropyrazino[2',1':3,4][1,4]oxazepino[5,6,7-de]quinazolin-10(8H)-yl]prop-2-en-1-one ClC1=C2C3=C(N=CN=C3C=C1C1=C(C=CC=C1)CO)N1[C@H](CO2)CN(CC1)C(C=C)=O